(2S,3S,4R,5R)-5-(6-(benzylamino)-2-(5-methylpyridin-3-yl)-9H-purin-9-yl)-3,4-dihydroxyl-N'-methyltetrahydrofuran-2-carbohydrazide C(C1=CC=CC=C1)NC1=C2N=CN(C2=NC(=N1)C=1C=NC=C(C1)C)[C@H]1[C@@H]([C@@H]([C@H](O1)C(=O)NNC)O)O